2,2-bis(methylol)-1,3-propanediol C(O)C(CO)(CO)CO